CN(C)C(C1=CC=CC=C1)C N,N-dimethyl-methylbenzylamine